CC1=CC=CC(=N1)OC=1C=C2CCCC(C2=CC1)CNC=1C=NC=CC1C(=O)O 3-[({6-[(6-methylpyridin-2-yl)oxy]-1,2,3,4-tetrahydronaphthalen-1-yl}methyl)amino]pyridine-4-carboxylic acid